ethyl (E)-3-bromoacrylate Br/C=C/C(=O)OCC